CC1=C(SC2=CC=3C=CC=NC3C=C21)C dimethylthieno[2,3-g]quinolin